BrC=1C=C(C(=NC1)C1=NC2=C(C(N(C(=C2)C(F)(F)F)OC)=O)N1C)S(=O)(=O)CC 2-(5-bromo-3-ethylsulfonyl-2-pyridyl)-5-methoxy-3-methyl-6-(trifluoromethyl)imidazo[4,5-c]pyridin-4-one